CCCCCC(CCCCC(CCCCCCCC)O)O nonadecane-6,11-diol